ClC1=CC=C(C=C1)C(N1C[C@@H](N(C[C@H]1CC)C1=CC(N(C=2C=CC(=NC12)C#N)C)=O)C)C1=NC=CC=C1 8-((2S,5R)-4-((4-chlorophenyl)(pyridin-2-yl)methyl)-5-ethyl-2-methylpiperazin-1-yl)-5-methyl-6-oxo-5,6-dihydro-1,5-naphthyridine-2-carbonitrile